C=C(CCCCC)O 1-hepten-2-ol